N-methyloctanamine CNCCCCCCCC